OC=1C=C(C(C(=O)O)=CC1[N+](=O)[O-])C(=O)O 4-hydroxy-5-nitrophthalic acid